N'-isobutyrylbenzoyl-hydrazine ethyl-5-chlorosulfonyl-2-methyl-pyrazole-3-carboxylate C(C)OC(=O)C=1N(N=C(C1)S(=O)(=O)Cl)C.C(C(C)C)(=O)NNC(C1=CC=CC=C1)=O